BrC1=C(C=C2C(=CN=NC2=C1)N1CCN(CC1)C(=O)OC(C)(C)C)Cl tert-Butyl 4-(7-bromo-6-chlorocinnolin-4-yl)piperazine-1-carboxylate